3-chloro-1,1,1,3-tetrafluoropropane ClC(CC(F)(F)F)F